3-(o-methylphenyl)quinoline CC1=C(C=CC=C1)C=1C=NC2=CC=CC=C2C1